ClC=1C=CC=C2C=CC=C(C12)N1CC=2N=C(N=C(C2CC1)N1C[C@@H](N(CC1)C(=O)OC(C)(C)C)CC#N)OC[C@@H]1N(C[C@@H](C1)F)C tert-butyl (2S)-4-[7-(8-chloro-1-naphthyl)-2-[[(2R,4R)-4-fluoro-1-methyl-pyrrolidin-2-yl]methoxy]-6,8-dihydro-5H-pyrido[3,4-d]pyrimidin-4-yl]-2-(cyanomethyl)piperazine-1-carboxylate